C(=O)O.COCCOCCN1N=C(C(=C1)NC(=O)C1=CC=CC(=N1)C=1C=NC=C(C1)C)C1=NC=CC=C1 N-(1-(2-(2-methoxyethoxy)ethyl)-3-(pyridin-2-yl)-1H-pyrazol-4-yl)-5'-methyl-[2,3'-bipyridine]-6-carboxamide formate